O=C1N(CC2(OC13CC3)CCN(CC2)C(=O)OC(C)(C)C)CCC tert-Butyl 13-oxo-12-propyl-4-oxa-8,12-diazadispiro[2.1.5.3]tridecane-8-carboxylate